C(CCCCCC(C)C)(=O)C[N-]C Isononanoyl-N,N-dimethyl-amide